(2R)-2-amino-N-[(3R,5S)-1-(8-cyanoquinoxalin-5-yl)-5-methylpiperidin-3-yl]Propionamide N[C@@H](C(=O)N[C@H]1CN(C[C@H](C1)C)C1=C2N=CC=NC2=C(C=C1)C#N)C